6-oxo-2,5-diazaspiro[3.5]nonane-7-ene-2-carboxylic acid tert-butyl ester C(C)(C)(C)OC(=O)N1CC2(C1)NC(C=CC2)=O